C1(CC1)C(C(=O)NC=1SC=C(N1)C1=C(C=C(C=C1)O)O)=O 2-cyclopropyl-N-(4-(2,4-dihydroxyphenyl)thiazol-2-yl)-2-oxoacetamide